N-(4-amino-1H-pyrazolo[4,3-c]pyridin-7-yl)-N'-methyl-N'-[(1R)-1-[4-(1,1,2,2,2-pentafluoroethyl)phenyl]ethyl]oxamide NC1=NC=C(C2=C1C=NN2)NC(=O)C(=O)N([C@H](C)C2=CC=C(C=C2)C(C(F)(F)F)(F)F)C